C(CCC)O[C@@H]1[C@H](CCCC1)NC(=O)C1=CN(C2=C1C(N(C=C2C)C)=O)C N-((1S,2S)-2-butoxycyclohexyl)-1,5,7-trimethyl-4-oxo-4,5-dihydro-1H-pyrrolo[3,2-c]pyridine-3-carboxamide